C1(CCCCC1)\C=C(/C[C@H](C=O)C)\C |r| (+-)-(4Z)-5-cyclohexyl-2,4-dimethyl-4-pentenal